S1C=C(C2=C1C=CC=C2)C[C@@H](CNC(=O)NCCC2=CC(=CC=C2)F)N(C)C (S)-1-(3-(benzothien-3-yl)-2-(dimethylamino)propyl)-3-(3-fluorophenethyl)urea